OC(C[NH3+])CS(=O)(=O)O N-(2-hydroxy-3-sulfopropyl)ammonium